3-{4-[(2,6-difluorophenyl)diazenyl]phenyl}urea FC1=C(C(=CC=C1)F)N=NC1=CC=C(C=C1)NC(N)=O